2-(1-(4-amino-3-(3,5-dimethoxyphenyl)-1H-pyrazolo[3,4-d]pyrimidin-1-yl)ethyl)-3-(3-fluorophenyl)-4H-chromen-4-one NC1=C2C(=NC=N1)N(N=C2C2=CC(=CC(=C2)OC)OC)C(C)C=2OC1=CC=CC=C1C(C2C2=CC(=CC=C2)F)=O